methyl 2-[[2,5-difluoro-4-(4,4,5,5-tetramethyl-1,3,2-dioxaborolan-2-yl)phenyl]methyl]-7-(2-methoxy ethoxy)-3-[[(2S)-oxetan-2-yl]methyl]benzimidazole-5-carboxylate FC1=C(C=C(C(=C1)B1OC(C(O1)(C)C)(C)C)F)CC=1N(C2=C(N1)C(=CC(=C2)C(=O)OC)OCCOC)C[C@H]2OCC2